1-cyclopentyl-4-((3-(3-fluorophenyl)isoxazol-5-yl)methyl)piperazine-2,3-dione C1(CCCC1)N1C(C(N(CC1)CC1=CC(=NO1)C1=CC(=CC=C1)F)=O)=O